The molecule is a pyridinemonocarboxylic acid that is nicotinic acid which is substituted substituted at position 5 by a methoxymethyl group and at position 2 by a 4,5-dihydro-1H-imidazol-2-yl group, that in turn is substituted by isopropyl, methyl, and oxo groups at positions 4, 4, and 5, respectively. It is a pyridinemonocarboxylic acid, an ether, an imidazolone and a member of imidazolines. CC(C)C1(C(=O)NC(=N1)C2=C(C=C(C=N2)COC)C(=O)O)C